2-ethyl-N-{8-fluoro-2-methylimidazo[1,2-a]pyridin-6-yl}-4-[(3R)-3-methyl-3-(methylamino)pyrrolidin-1-yl]indazole-7-carboxamide C(C)N1N=C2C(=CC=C(C2=C1)N1C[C@@](CC1)(NC)C)C(=O)NC=1C=C(C=2N(C1)C=C(N2)C)F